FC(C(C(CO)(C(F)(F)F)F)(C(F)(F)F)F)F 3-(difluoromethyl)-2,3,4,4,4-pentafluoro-2-(trifluoromethyl)-butan-1-ol